4-fluoro-3-(4,4,5,5-tetramethyl-1,3,2-dioxaborolan-2-yl)phenol FC1=C(C=C(C=C1)O)B1OC(C(O1)(C)C)(C)C